ClS(=O)(=O)[N-]S(=O)(=O)Cl.[K+] Potassium bis(chlorosulfonyl)amide